CC1=C(C=CC=C1OCCCN1C[C@@H](CC1)O)C1=C(C=C(C=C1)OCCCN1C[C@@H](CC1)O)C (3R,3'R)-1,1'-(((2,2'-dimethyl-[1,1'-biphenyl]-3,4'-diyl)bis(oxy))bis(propane-3,1-diyl))bis(pyrrolidin-3-ol)